2-HYDROXY-5-METHOXY-4-METHYL-BENZALDEHYDE OC1=C(C=O)C=C(C(=C1)C)OC